FC(C=1C(=NC(=NC1)NC1=CC=C(C=C1)S(=O)(=O)NCCO)N1N=CC=C1)F 4-{[5-(difluoromethyl)-4-(pyrazol-1-yl)pyrimidin-2-yl]amino}-N-(2-hydroxyethyl)benzenesulfonamide